5-[(1-methyl-4-piperidyl)amino]thieno[3,2-b]pyridine-2-carboxamide CN1CCC(CC1)NC1=CC=C2C(=N1)C=C(S2)C(=O)N